N-(2-cyclopropyl-3-(2,5-difluorophenyl)propyl)-1-methyl-5-oxo-4,5-dihydro-1H-1,2,4-triazole-3-carboxamide C1(CC1)C(CNC(=O)C1=NN(C(N1)=O)C)CC1=C(C=CC(=C1)F)F